C(C1=CC=CC=C1)N1N=CC2=CC=CC(=C12)NC(\C=C\C1=CC=C2C=NN(C2=C1)C1OCCCC1)=O (E)-N-(1-benzyl-1H-indazol-7-yl)-3-(1-(tetrahydro-2H-pyran-2-yl)-1H-indazol-6-yl)acrylamide